P(OCC(C1=C(C=C(C=C1)C(C)(C)C)C(C)(C)C)C1=C(C=C(C=C1)C(C)(C)C)C(C)(C)C)([O-])[O-] bis(2,4-bis-tert-butylphenyl)-ethyl phosphite